ClC1=NC=C(C(=C1)C1=C(C=NC(=C1)C)C(=O)NC=1SC=2C(=NC=C(N2)C(=O)N2CCCC2)N1)OC 2'-chloro-5'-methoxy-6-methyl-N-(6-(pyrrolidine-1-carbonyl)thiazolo[4,5-b]pyrazin-2-yl)-[4,4'-bipyridine]-3-carboxamide